C(C)(C)(C)OC(=O)N1C(CCCC1)OC1=CC(=CC=C1)COC1=C(C=C(C=C1)F)C#N (3-((2-cyano-4-fluorophenoxy)methyl)phenoxy)piperidine-1-carboxylic acid tert-butyl ester